pyrrolo[1,2-c]imidazolone C1(C=2N(C=N1)C=CC2)=O